C(N)(OCC(COC(N)=O)C1=CC=CC=C1)=O 2-phenylpropane-1,3-diyl dicarbamate